N-{2-fluoro-6-[4-(propan-2-yl)piperazin-1-yl]phenyl}-4-methyl-4-[5-(1-methylcyclopropyl)-1,2,4-oxadiazol-3-yl]piperidine-1-carboxamide FC1=C(C(=CC=C1)N1CCN(CC1)C(C)C)NC(=O)N1CCC(CC1)(C1=NOC(=N1)C1(CC1)C)C